C(#N)C1=CC(=C(C=C1)C1=CC(=CC=C1)NC(=O)C=1C(N(C=C(C1)CN1C[C@H](CCC1)C)CC(F)(F)F)=O)C1=NN=CN1C (S)-N-(4'-cyano-2'-(4-methyl-4H-1,2,4-triazol-3-yl)-[1,1'-biphenyl]-3-yl)-5-((3-methylpiperidin-1-yl)methyl)-2-oxo-1-(2,2,2-trifluoroethyl)-1,2-dihydropyridine-3-carboxamide